1-(2-amidinophenyl)-3-(phenoxyphenyl)urea C1=CC=C(C=C1)OC2=CC=C(C=C2)NC(=O)NC3=CC=C(C=C3)C(=N)N